FC=1C(=C(C=C(C1)CCC)C(C(=O)O)N1C[C@@H](CC1)OCCCCCC1=NC=2NCCCC2C=C1)OC 2-(3-fluoro-2-methoxy-5-propylphenyl)-2-((R)-3-((5-(5,6,7,8-tetrahydro-1,8-naphthyridin-2-yl)pentyl)oxy)pyrrolidin-1-yl)acetic acid